N[C@H](CO)CC(C)C (2S)-2-amino-4-methylpentan-1-ol